ClC=1C=C(C=C(C1)F)NC(=O)C=1C=C(N2CCCCC12)C(C(=O)NC(CO)(C)C)=O N-(3-chloro-5-fluorophenyl)-3-(2-((1-hydroxy-2-methylpropan-2-yl)amino)-2-oxoacetyl)-5,6,7,8-tetrahydroindolizine-1-carboxamide